1-Methyl-1-cyclopropylmethylcarbamat CC(C1CC1)NC([O-])=O